S(=O)(=O)(ON1[C@@H]2CC[C@H](N(C1=O)C2)C(NC2C(CCC2)NC(C)=O)=N)O (2S,5R)-2-(N-(2-Acetamidocyclopentyl) carbamimidoyl)-7-oxo-1,6-diazabicyclo[3.2.1]octan-6-yl hydrogen sulfate